Cl.O=C1NC(CC[C@H]1NC1=CC=C(C=C1)C1CCN(CC1)CC(=O)O)=O |r| 2-[4-[4-[[(3RS)-2,6-dioxo-3-piperidinyl]amino]phenyl]-1-piperidinyl]acetic acid hydrochloride